bis[3-(diethoxymethylsilyl) propyl] carbonate C(OCCC[SiH2]C(OCC)OCC)(OCCC[SiH2]C(OCC)OCC)=O